chloromethyl-cyclobutane Hexadecyl-(tert-butoxycarbonyl)-L-alaninate C(CCCCCCCCCCCCCCC)N([C@@H](C)C(=O)O)C(=O)OC(C)(C)C.ClCC1CCC1